(1r,4r)-4-({1-[2,6-bis(benzyloxy)pyridin-3-yl]-3-methyl-2-oxo-1,3-benzodiazol-4-yl}amino)cyclohexane-1-carboxylic acid C(C1=CC=CC=C1)OC1=NC(=CC=C1N1C(N(C2=C1C=CC=C2NC2CCC(CC2)C(=O)O)C)=O)OCC2=CC=CC=C2